C(CCCCCCC)(=O)[O-].C(CCCCCCC)(=O)[O-].C(CCC)[Sn+2]CCCC di-n-butyl-tin dioctanoate